(R)-4-cyclopropyl-3-(4-hydroxybenzo[b]thiophen-5-yl)-6-((1-(2-hydroxyethyl)piperidin-3-yl)amino)-1,2,4-triazine-5(4H)-one C1(CC1)N1C(=NN=C(C1=O)N[C@H]1CN(CCC1)CCO)C1=C(C2=C(SC=C2)C=C1)O